cyclohexylsulfonyl-(2-trifluoromethoxyphenylsulfonyl)diazomethane C1(CCCCC1)S(=O)(=O)C(=[N+]=[N-])S(=O)(=O)C1=C(C=CC=C1)OC(F)(F)F